COCC1=C(N=CC=2NC3=CC=C(C=C3C21)OCC=2SC=CN2)C(=O)NN 4-(methoxymethyl)-6-(thiazol-2-ylmethoxy)-9H-pyrido[3,4-b]indole-3-carbohydrazide